N-((cis)-3-(3-Chlorophenyl)cyclobutyl)-1-(3-(difluoromethyl)-4-((2-oxopyrimidin-1-yl)methyl)benzyl)-1H-pyrazole-4-carboxamide ClC=1C=C(C=CC1)[C@H]1C[C@H](C1)NC(=O)C=1C=NN(C1)CC1=CC(=C(C=C1)CN1C(N=CC=C1)=O)C(F)F